The molecule is an organic iodide salt and a pyridinium salt. It has a role as a fluorochrome. It contains a 4-(4-dihexadecylaminostyryl)-N-methylpyridium. CCCCCCCCCCCCCCCCN(CCCCCCCCCCCCCCCC)C1=CC=C(C=C1)/C=C/C2=CC=[N+](C=C2)C.[I-]